(1-ethylazetidin-3-yl)-3-((4-ethynyl-2-fluorophenyl)amino)-5-fluoroisonicotinamide C(C)N1CC(C1)C=1C(=C(C(=O)N)C(=CN1)F)NC1=C(C=C(C=C1)C#C)F